NC1=C(C(=NC(=C1F)C1=CC=C2C=CNC2=C1F)C(=O)OCC)Cl Ethyl 4-amino-3-chloro-5-fluoro-6-(7-fluoro-1H-indol-6-yl)pyridine-2-carboxylate